NC1=C(C=C(C=N1)C1=CC=C(C=C1)C(=O)N1CCC(CC1)N1CCCC1)OC(C)C1=C(C(=CC=C1F)F)Cl (4-{6-amino-5-[1-(2-chloro-3,6-difluoro-phenyl)-ethoxy]-pyridin-3-yl}-phenyl)-(4-pyrrolidin-1-yl-piperidin-1-yl)-methanone